C(C)N1C=NC2=C1N=NC=C2C2=CC(=C(C=C2)F)C=2C=NC(=NC2)C(F)(F)F 7-ethyl-4-(4-fluoro-3-(2-(trifluoromethyl)pyrimidin-5-yl)phenyl)-7H-imidazo[4,5-c]Pyridazine